FC1=CC=C(C=C1)N1CC(N(S(C2=C1C=C(C(=C2)OC)C(F)(F)F)(=O)=O)C)CCC(F)(F)F 5-(4-fluorophenyl)-8-methoxy-2-methyl-7-(trifluoromethyl)-3-(3,3,3-trifluoropropyl)-2,3,4,5-tetrahydro-1lambda6,2,5-benzothiadiazepine-1,1-dione